(n-propylcyclopentadienyl)(pentamethylcyclopentadienyl)titanium C(CC)C1(C=CC=C1)[Ti]C1(C(=C(C(=C1C)C)C)C)C